C(C)(C)(C)OC(=O)NC=1SC2=NC(=CC=C2N1)C1=CC=C(C(=O)OC)C=C1 methyl 4-(2-((tert-butoxycarbonyl)amino)thiazolo[5,4-b]pyridin-5-yl)benzoate